2-((1r,4r)-4-(2-(4-Benzoylphenyl)-6-(phenylsulfonyl)imidazo[4,5-d]pyrrolo[2,3-b]pyridin-1(6H)-yl)cyclohexyl)acetonitrile C(C1=CC=CC=C1)(=O)C1=CC=C(C=C1)C1=NC=2C(=C3C(=NC2)N(C=C3)S(=O)(=O)C3=CC=CC=C3)N1C1CCC(CC1)CC#N